N[C@@]1(CN(CC1)C1=C(C=NC=C1C1=CC(=CC(=C1)F)F)C(=O)NC1(CCC1)C)C 4-[(3S)-3-amino-3-methylpyrrolidin-1-yl]-5-(3,5-difluorophenyl)-N-(1-methylcyclobutyl)pyridine-3-carboxamide